[I-].C1(=CC=CC=C1)C(CCN)C1=CC=CC=C1 3,3-diphenylpropylamine iodide